5-hydroxy-3,4-dihydro-2H-pyrano[2,3-f]quinazolin-10(9H)-one OC1=C2C(=C3C(NC=NC3=C1)=O)OCCC2